2-cyclohexyl-2-(3,3-difluoro-3-chloro-propyl)-1,3-dimethoxypropane C1(CCCCC1)C(COC)(COC)CCC(Cl)(F)F